COC(C1=CC=CC(=C1)C)=O 5-methyl-benzoic acid methyl ester